FC1(CC=C(C=C1)S(=O)(=O)NC1=CC=C2CCCN(C2=C1)S(=O)(=O)CC1=CC=C(C=C1)C)F 4,4-difluoro-N-(1-((4-methylbenzyl)sulfonyl)-1,2,3,4-tetrahydroquinolin-7-yl)benzenesulfonamide